C(C)NC[SiH2]C(OC)OC N-ethyl-aminomethyldimethoxymethylsilane